1,3-dibutoxy-1,3-difluoropropane C(CCC)OC(CC(F)OCCCC)F